ClC=1C(=NC(=NC1)NC1=CC(=C(C=C1OC(C)C)C1CCN(CC1)C1CCN(CC1)CCNC(OC(C)(C)C)=O)C)NC1=C(C=CC=C1)S(=O)(=O)C(C)C tert-butyl (2-(4-(4-((5-chloro-4-((2-(isopropylsulfonyl)phenyl)amino)pyrimidin-2-yl)amino)-5-isopropoxy-2-methylphenyl)-[1,4'-bipiperidin]-1'-yl)ethyl)carbamate